2-((6S)-2,6-dimethylmorpholino)-N-((2-(trifluoromethyl)pyridin-3-yl)methyl)pyrido[2,3-d]pyrimidin-4-amine CC1O[C@H](CN(C1)C=1N=C(C2=C(N1)N=CC=C2)NCC=2C(=NC=CC2)C(F)(F)F)C